CC1(N(CC2=CC(=CC=C12)NC=1N=CC2=C(N1)CNCC2)C(=O)OC(C)(C)C)C tert-butyl 1,1-dimethyl-5-({5H,6H,7H,8H-pyrido[3,4-d]pyrimidin-2-yl} amino)-2,3-dihydro-1H-isoindole-2-carboxylate